(2R,5S)-4-(7-bromo-2-(cyanomethyl)-5-methyl-6-oxo-5,6-dihydroimidazo[1,2-b]pyridazin-8-yl)-2,5-dimethylpiperazine-1-carboxylic acid tert-butyl ester C(C)(C)(C)OC(=O)N1[C@@H](CN([C@H](C1)C)C=1C=2N(N(C(C1Br)=O)C)C=C(N2)CC#N)C